Bromo-5,5-dimethylimidazolidine-2,4-dione BrN1C(NC(C1(C)C)=O)=O